ClC1=C(C=CC=C1)CC(=O)NC1=CC(=C(C=C1)N1N=NC(=C1)C(F)(F)F)S(N)(=O)=O 2-(2-chlorophenyl)-N-{3-sulfamoyl-4-[4-(trifluoromethyl)-1H-1,2,3-triazol-1-yl]Phenyl}acetamide